FC1CCC=2NC3=C(C=CC=C3C2C1)C(=O)N 3-fluoro-2,3,4,9-tetrahydro-1H-carbazole-8-carboxamide